C(N)(=N)SCCCC(=O)O 4-(carbamimidoyl-sulfanyl)butanoic acid